1-(4-(2-(3,4-dimethoxyphenyl)-3-isopropyl-1H-indol-5-yl)piperidin-1-yl)-2-((2-hydroxypropyl)amino)ethan-1-one COC=1C=C(C=CC1OC)C=1NC2=CC=C(C=C2C1C(C)C)C1CCN(CC1)C(CNCC(C)O)=O